FC1=CC(=C(C=C1)[N+](=O)[O-])OCC(F)(F)F 4-fluoro-1-Nitro-2-(2,2,2-trifluoroethoxy)benzene